sodium vinyl fluoride C(=C)F.[Na]